9-fluoro-2,2-dimethyl-5-(3-quinolinyl)-3H-1,4-benzoxazepine FC1=CC=CC=2C(=NCC(OC21)(C)C)C=2C=NC1=CC=CC=C1C2